C(C=C)(=O)N1CCC(CC1)NC=1C=C2C(=NC=NC2=CC1OC)NC1=C(C=C(OC2=CC(=NC=C2)N2[C@@H](CCC2)C#N)C=C1)F (S)-1-(4-(4-((6-((1-acryloylpiperidin-4-yl)amino)-7-methoxyquinazolin-4-yl)amino)-3-fluorophenoxy)pyridin-2-yl)pyrrolidine-2-carbonitrile